ClC=1N=CC=C2C=C(C=NC12)CN1C[C@@H](CC1)O (R)-1-((8-chloro-1,7-diazanaphthalen-3-yl)methyl)pyrrolidin-3-ol